(Z)-5-methoxynicotinaldehyde oxime COC=1C=NC=C(\C=N/O)C1